1-(4-(2-(2-(dimethylamino)ethoxy)-7-(3-hydroxynaphthalen-1-yl)-5,6,7,8-tetrahydropyrido[3,4-d]pyrimidin-4-yl)-2-(hydroxymethyl)piperazin-1-yl)prop-2-en-1-one CN(CCOC=1N=C(C2=C(N1)CN(CC2)C2=CC(=CC1=CC=CC=C21)O)N2CC(N(CC2)C(C=C)=O)CO)C